4-(1-(Ethyl-(isopropyl)amino)-2,7-naphthyridine-3-amido)-2-methylbenzoic acid C(C)N(C1=NC(=CC2=CC=NC=C12)C(=O)NC1=CC(=C(C(=O)O)C=C1)C)C(C)C